(1R,2S,3S,4R,5S)-N-(5,6-dichloropyridin-3-yl)-5-fluoro-3-(2-methylpyridin-4-Yl)-7-oxabicyclo[2.2.1]Heptane-2-carboxamide ClC=1C=C(C=NC1Cl)NC(=O)[C@@H]1[C@H]2C[C@@H]([C@@H]([C@@H]1C1=CC(=NC=C1)C)O2)F